benzyl (S)-(3-bromo-2-oxo-1-(spiro[2.3]hexan-5-yl)propyl)carbamate BrCC([C@H](C1CC2(CC2)C1)NC(OCC1=CC=CC=C1)=O)=O